C(#N)[C@H](C[C@@H]1C(NCCC1)=O)NC(=O)[C@@H]1N([C@@H]2CC([C@H]1CC2)(F)F)C([C@@H](CC2CC2)NC=2C=NC=C(C2)C)=O (1S,3R,4S)-N-((S)-1-cyano-2-((R)-2-oxopiperidin-3-yl)ethyl)-2-((R)-3-cyclopropyl-2-((5-methylpyridin-3-yl)amino)propanoyl)-5,5-difluoro-2-azabicyclo[2.2.2]octane-3-carboxamide